OCC(O)CO.OCC[N+](C)(C)C choline (Glycerol)